N[C@@H]1CN(CC1)C(=O)C1=C(C=C(S1)C1=CC=C(CN2C(CCCC2)=O)C=C1)C (S)-1-{4-[5-(3-aminopyrrolidine-1-carbonyl)-4-methylthiophen-2-yl]benzyl}piperidin-2-one